(S)-3-amino-8-bromo-1-methyl-1,3,4,5-tetrahydro-2H-benzo[b][1,4]diazepine-2-one hydrochloride Cl.N[C@H]1CNC2=C(N(C1=O)C)C=C(C=C2)Br